NC1=NC=C(C2=C1C=NN2)NC(=O)C(=O)N([C@@H](C)C2=CC=C(C=C2)C(C(F)(F)F)(F)F)C N-(4-amino-1H-pyrazolo[4,3-c]pyridin-7-yl)-N'-methyl-N'-[(1S)-1-[4-(1,1,2,2,2-pentafluoroethyl)phenyl]ethyl]oxamide